C(C)OC(=O)C1=C(NCCC1=O)C 2-Methyl-4-oxo-1,4,5,6-tetrahydropyridine-3-carboxylic acid ethyl ester